(+-)-(1R,2R)-2-(benzylamino)-1-methylcyclopentanol C(C1=CC=CC=C1)N[C@H]1[C@@](CCC1)(O)C |r|